5-O-(tetraacetyl-beta-D-glucopyranosyl)gentisic acid tert-butyl ester C(C)(C)(C)OC(C=1C(O)=CC=C(O[C@]2([C@](O)([C@@](O)([C@](O)([C@H](O2)CO)C(C)=O)C(C)=O)C(C)=O)C(C)=O)C1)=O